5-bromo-2,3-dihydrobenzofuran-3-ol BrC=1C=CC2=C(C(CO2)O)C1